6-Benzyl-purine C(C1=CC=CC=C1)C1=C2NC=NC2=NC=N1